2-cyclobutyl-N-{8-fluoro-2-methylimidazo[1,2-a]pyridin-6-yl}-4-(piperazin-1-yl)indazole-7-carboxamide C1(CCC1)N1N=C2C(=CC=C(C2=C1)N1CCNCC1)C(=O)NC=1C=C(C=2N(C1)C=C(N2)C)F